6,7-dimethoxy-[1,2,4]triazolo[1,5-a]pyridine COC=1C(=CC=2N(C1)N=CN2)OC